tert-butyl (2'-chloro-3'-(5-(dimethoxymethyl)-4-methoxypicolinamido)-2-methyl-[1,1'-biphenyl]-3-yl)carbamate ClC1=C(C=CC=C1NC(C1=NC=C(C(=C1)OC)C(OC)OC)=O)C1=C(C(=CC=C1)NC(OC(C)(C)C)=O)C